C=1C=2C(C=NN1)=CNC(C2)=O pyrido[3,4-d]pyridazin-7(6H)-one